3,4'-bis(3-aminophenoxy)biphenyl NC=1C=C(OC=2C=C(C=CC2)C2=CC=C(C=C2)OC2=CC(=CC=C2)N)C=CC1